C(C)N1C2=CC=C(C=C2OC=2C=CC(=CC12)N)N 10-ethylphenoxazine-2,7-diamine